2-[[1-(trifluoromethyl)pyrazol-3-yl]methyl]-2,6-diazaspiro[3.3]heptane FC(N1N=C(C=C1)CN1CC2(C1)CNC2)(F)F